[Sb]=S stibium sulphide